NC1CN(CCC1)C=1C=C(N2N=CN=C(C21)N)C2=NC(=NC=C2)OC 5-(3-aminopiperidin-1-yl)-7-(2-methoxypyrimidin-4-yl)pyrrolo[2,1-f][1,2,4]triazin-4-amine